ClC1=CC2=C(C=N1)C1(C(N2CC(=O)OC(C)(C)C)=O)CC(C1)O tert-butyl 2-((1r,3r)-6'-chloro-3-hydroxy-2'-oxospiro[cyclobutane-1,3'-pyrrolo[3,2-c]pyridin]-1'(2'H)-yl)acetate